4'-(5-(4,4,5,5-tetramethyl-1,3,2-dioxaborolan-2-yl)pyridin-3-yl)-2,2':6',2''-terpyridine CC1(OB(OC1(C)C)C=1C=C(C=NC1)C1=CC(=NC(=C1)C1=NC=CC=C1)C1=NC=CC=C1)C